OC1=C(C=C(C=C1)C(C)(C)CC(C)(C)C)N1N=C2C(=N1)C=CC=C2 2-(2'-hydroxy-5'-tert-octylphenyl)-benzotriazol